benzyl (2-(2-chloro-6-(((1R,5S,6s)-3-(1-(pyrimidin-2-yl)-3-(trifluoromethyl)-1H-pyrazole-4-carbonyl)-3-azabicyclo[3.1.0]hexan-6-yl)oxy)pyridin-4-yl)propan-2-yl)carbamate ClC1=NC(=CC(=C1)C(C)(C)NC(OCC1=CC=CC=C1)=O)OC1[C@@H]2CN(C[C@H]12)C(=O)C=1C(=NN(C1)C1=NC=CC=N1)C(F)(F)F